OCC(C)(C)N1N=CC(=C1)C1=CC=2C(=NC=C(C2)C(=O)NC=2C(=NC=C(C2)NC(CN2[C@H](CCC2)C)=O)C)N1 (S)-2-(1-(1-hydroxy-2-methylpropan-2-yl)-1H-pyrazol-4-yl)-N-(2-methyl-5-(2-(2-methylpyrrolidin-1-yl)acetamido)pyridin-3-yl)-1H-pyrrolo[2,3-b]pyridine-5-carboxamide